15-Heptyl-20-hexyl-7-(4-hydroxybutyl)-17,17-dimethyl-14,16,18-trioxa-7-aza-17-silaoctacosane C(CCCCCC)C(OCCCCCCN(CCCCCC)CCCCO)O[Si](OCC(CCCCCCCC)CCCCCC)(C)C